(S)-1-(5-chloro-3-fluoro-pyridin-2-yl)-4-(4-fluoro-3-methylbenzyl)-3-(oxetan-3-yl)piperazine-2,5-dione ClC=1C=C(C(=NC1)N1C([C@@H](N(C(C1)=O)CC1=CC(=C(C=C1)F)C)C1COC1)=O)F